BrC1=C(C(=C(C=O)C=C1)F)OC 4-bromo-2-fluoro-3-methoxybenzaldehyde